C(=O)C=1C2=C(C=NC1OC)C(=CN2)C#N 7-formyl-6-methoxy-1H-pyrrolo[3,2-c]pyridine-3-carbonitrile